tert-butyl (1R,3r,5S)-3-((6-((5-isopropyl-1H-pyrazol-3-yl)amino)pyrazin-2-yl)oxy)-9-azabicyclo[3.3.1]nonane-9-carboxylate C(C)(C)C1=CC(=NN1)NC1=CN=CC(=N1)OC1C[C@H]2CCC[C@@H](C1)N2C(=O)OC(C)(C)C